4-Bromo-2,6-dichloro-5-fluoronicotinic Acid BrC1=C(C(=NC(=C1C(=O)O)Cl)Cl)F